COC=1C=C(C=CC1OCCCN1CCCCC1)NC1=NC=CC(=N1)NC=1C=NC2=CC(=CC=C2C1)C 2-[3-methoxy-4-(3-piperidinopropoxy)phenylamino]-4-(7-methyl-3-quinolylamino)pyrimidine